C(C1=CC=CC=C1)N1C([C@H]([C@@H](C1)CF)O)=O Trans-1-benzyl-4-(fluoromethyl)-3-hydroxypyrrolidin-2-one